N5-hydroxycadaverine ONCCCCCN